N-methyl-N-secondary butyl-glycine CN(CC(=O)O)C(C)CC